N-methyl-N-((2-methylthiazol-5-yl)methyl)-6-allyloxy-3-nitropyridin-2-amine CN(C1=NC(=CC=C1[N+](=O)[O-])OCC=C)CC1=CN=C(S1)C